C1CCCN2C1C1=CC=C(C=C1CC2)C(=O)OC methyl 1,3,4,6,7,11b-hexahydro-2H-pyrido[2,1-a]isoquinoline-9-carboxylate